FC(CCCCCCCC1=NOC(=N1)CC(C(=O)O)=C)(F)F ((3-(8,8,8-trifluorooctyl)-1,2,4-oxadiazol-5-yl)methyl)acrylic acid